[Ru](Cl)Cl ruthenium(II) chlorid